N1(N=CC=C1)C1=CC=C(C=C1)C(N1CCNCC1)C1=CC=C(C=C1)N1N=CC=C1 1-(bis(4-(1H-pyrazol-1-yl)phenyl)methyl)piperazine